ClC=1C=CC2=C(N=C3COCCN32)C1N=C1NC(N(C(N1CC1=C(C=C(C(=C1)F)F)F)=O)CC1=NN(C=N1)C)=O 6-((8-chloro-3,4-dihydro-1H-benzo[4,5]imidazo[2,1-c][1,4]oxazin-9-yl)imino)-3-((1-methyl-1H-1,2,4-triazol-3-yl)methyl)-1-(2,4,5-trifluorobenzyl)-1,3,5-triazine-2,4-dione